Azetidin-1-yl-(1-(3,4-dichlorophenyl)-1H-pyrrolo[2,3-b]pyridin-2-yl)methanone N1(CCC1)C(=O)C1=CC=2C(=NC=CC2)N1C1=CC(=C(C=C1)Cl)Cl